5-ethyl-N,N-bis(4-methoxybenzyl)-4-(4,4,5,5-tetramethyl-1,3,2-dioxaborolan-2-yl)-5,6,7,8-tetrahydronaphthalen-2-amine C(C)C1C=2C(=CC(=CC2CCC1)N(CC1=CC=C(C=C1)OC)CC1=CC=C(C=C1)OC)B1OC(C(O1)(C)C)(C)C